[Si](C1=CC=CC=C1)(C1=CC=CC=C1)(C(C)(C)C)OCC1CCC(CC1)OCCCS(=O)(=O)C1=CC(=C(NC=2N=CC3=C(N2)N(C(C(=C3)C(F)F)=O)C(C)C)C=C1)C 2-[4-[3-[4-[[tert-butyl(diphenyl)silyl]oxymethyl]cyclohexoxy]propylsulfonyl]-2-methyl-anilino]-6-(difluoromethyl)-8-isopropyl-pyrido[2,3-d]pyrimidin-7-one